(1S,2S,3S)-2-hydroxycyclohexane OC1CCCCC1